Cl.C1OC(N2[C@H]1CNCC2)=O (S)-hexahydro-3H-oxazolo[3,4-a]pyrazin-3-one hydrochloride salt